9-methylidenetetracyclo[6.2.1.13,6.02,7]dodeca-4-ene C=C1C2C3C4C=CC(C3C(C1)C2)C4